(S)-5-(1-(2,2-difluoroethyl)-1H-benzo[d][1,2,3]triazol-6-yl)-4-methoxy-N-(1-(oxetan-3-yl)ethyl)pyrrolo[2,1-f][1,2,4]triazin-2-amine FC(CN1N=NC2=C1C=C(C=C2)C=2C=CN1N=C(N=C(C12)OC)N[C@@H](C)C1COC1)F